4,6-dimethyl-1-[[2-(trimethylsilyl)ethoxy]methyl]-1H-indole CC1=C2C=CN(C2=CC(=C1)C)COCC[Si](C)(C)C